2-(3-methoxybenzylidene)1,3-indenedione COC=1C=C(C=C2C(C3=CC=CC=C3C2=O)=O)C=CC1